1-(2-(1,8-naphthyridin-3-yl)thieno[2,3-d]pyrimidin-6-yl)-3-(trifluoromethyl)cyclobutanol N1=CC(=CC2=CC=CN=C12)C=1N=CC2=C(N1)SC(=C2)C2(CC(C2)C(F)(F)F)O